6-(4-fluorophenyl)-N-((tetrahydro-2H-pyran-2-yl)oxy)chromane-2-carboxamide FC1=CC=C(C=C1)C=1C=C2CCC(OC2=CC1)C(=O)NOC1OCCCC1